tert-Butyl 2-methyl-4,5,6,9,10,12-hexahydropyrazolo[3,4-c]pyrido[4',3':3,4]-pyrazolo[1,5-a]azepine-11(2H)-carboxylate CN1N=C2C=3N(CCCC2=C1)N=C1C3CN(CC1)C(=O)OC(C)(C)C